[K].C(CCCCCCCCCCCCCCC)OP(O)(O)=O Hexadecyl-phosphoric acid potassium